CN1N=CC2=CC(=CC=C12)CNC(=O)[C@H]1N(C[C@@H](C1)CC1=CC=C(C=C1)C(F)(F)F)C(=O)[C@@H]1NCCC[C@@H]1C(=O)N1CCCC1 (2S,4R)-N-((1-methyl-1H-indazol-5-yl)methyl)-1-((2R,3S)-3-(pyrrolidine-1-carbonyl)piperidine-2-carbonyl)-4-(4-(trifluoromethyl)benzyl)pyrrolidine-2-carboxamide